C(CC=C)C1=CC=C(C=C1)C#CC1=CC=CC=C1 1-((4-(3-butenyl)phenyl)ethynyl)benzene